NC=1N=CC=2N(C1)C=CN2 6-aminoimidazo[1,2-A]pyrazine